(R or S)-3-((4-amino-7-(3-methyl-4-(2-(methylamino)ethoxy)benzyl)imidazo[2,1-f][1,2,4]triazin-2-yl)oxy)hexan-1-ol NC1=NC(=NN2C1=NC=C2CC2=CC(=C(C=C2)OCCNC)C)O[C@@H](CCO)CCC |o1:24|